BrC1=CC=C(O1)/C=C/C(=O)C1=CC=2C(=C3C=CC(OC3=CC2)(C)C)O1 (E)-3-(5-bromofuran-2-yl)-1-(7,7-dimethyl-7H-furo[2,3-f]chromen-2-yl)prop-2-ene-1-one